4-Methyl-N-(4-(4-(pyridin-2-yl)piperazin-1-yl)phenyl)-3,4-dihydro-2H-benzo[b][1,4]oxazine-7-carboxamide CN1C2=C(OCC1)C=C(C=C2)C(=O)NC2=CC=C(C=C2)N2CCN(CC2)C2=NC=CC=C2